[N+](=O)([O-])C1=CC=C(C=C1)N1CC(CC1)C1=CC=C(C=C1)C(F)(F)F 1-(4-nitrophenyl)-3-(4-(trifluoromethyl)phenyl)pyrrolidine